7-bromo-5-(3-fluorophenoxy)-3-methylquinoxalin BrC1=CC(=C2N=C(C=NC2=C1)C)OC1=CC(=CC=C1)F